[N+](=[N-])=CC(CC[C@@H](C(=O)OC(C)C)NC([C@@H](C1=CN=CN1C)O)=O)=O isopropyl (S)-6-diazo-2-((R)-2-hydroxy-2-(1-methyl-1H-imidazol-5-yl)acetamido)-5-oxohexanoate